C(C)OC(=O)C1CN(CC(C1)O[Si](C)(C)C(C)(C)C)C(=O)OC(C)(C)C 5-((tert-Butyldimethylsilyl)oxy)piperidine-1,3-dicarboxylic acid 1-tert-butyl 3-ethyl ester